3,11-diethyl-7-(4-nitrophenoxy)-6,8-dioxo-3,4,5,9,10,11-hexaazatridec-4,9-dien-4,10-dioxide C(C)N(CC)[N+](=NC(C(C(N=[N+](N(CC)CC)[O-])=O)OC1=CC=C(C=C1)[N+](=O)[O-])=O)[O-]